C(C)N1S(C(C(C2=C1N=C(N2C2=CC=CC=C2)S(=O)(=O)C)=O)C2=CC=CC=C2)(=O)=O 1-ethyl-6-(methylsulfonyl)-3,5-diphenyl-3,5-dihydroimidazo[4,5-c][1,2]Thiazin-4(1H)-one 2,2-dioxide